2-acetoxy-4-((tert-butoxycarbonyl)amino)benzoic acid C(C)(=O)OC1=C(C(=O)O)C=CC(=C1)NC(=O)OC(C)(C)C